(R)-5-(3-((1-(4-fluorophenyl)ethyl)amino)-1,2,4-triazin-6-yl)-3-((methylthio)methyl)benzo[d]oxazol-2(3H)-one FC1=CC=C(C=C1)[C@@H](C)NC=1N=NC(=CN1)C=1C=CC2=C(N(C(O2)=O)CSC)C1